C[C@H]1C[C@H](N(CC1)C(=O)N[C@H](C)\C=C\S(=O)(=O)C)C1=CC=CC=C1 (2S,4R)-4-methyl-N-((R,E)-4-(methylsulfonyl)but-3-en-2-yl)-2-phenylpiperidine-1-carboxamide